7-chloro-3-(3,5-dimethoxyphenyl)-1,6-naphthyridine-2(1H)-aldehyde ClC1=NC=C2C=C(C(NC2=C1)C=O)C1=CC(=CC(=C1)OC)OC